3-(3,5-dichlorophenyl)-5-methylene-2-oxo-tetrahydro-2H-pyran-3-carboxylic acid methyl ester COC(=O)C1(C(OCC(C1)=C)=O)C1=CC(=CC(=C1)Cl)Cl